O1COC2=C1C=CC(=C2)COC=2C(=NC=CC2OC)C(=O)N[C@@H](COC(=O)[C@@H]([C@@H](OC(C(C)C)=O)[C@@H](O)C)CC2=CC=CC=C2)C(=O)O N-[[3-(1,3-benzodioxol-5-ylmethoxy)-4-methoxy-2-pyridinyl]carbonyl]-O-[2,5-dideoxy-3-O-(2-methyl-1-oxopropyl)-2-(phenylmethyl)L-arabinonoyl]-L-serine